3,5,6-trimethylpyrazine-2-methylamine CC=1C(=NC(=C(N1)C)C)CN